B(O)(O)C=1C=CC(=[N+](C1)[O-])C(C)(C)O 5-BORONO-2-(2-HYDROXYPROPAN-2-YL)PYRIDINE 1-OXIDE